Methyl-1-{2-chloro-4-fluoro-5-[3-methyl-2,6-dioxo-4-(trifluoromethyl)-3,6-dihydropyrimidin-1(2H)-yl]phenoxy}cyclopropancarboxylat COC(=O)C1(CC1)OC1=C(C=C(C(=C1)N1C(N(C(=CC1=O)C(F)(F)F)C)=O)F)Cl